ON=C(C1=C(C=C(C(=C1)[N+](=O)[O-])C)C)Cl N-hydroxy-2,4-dimethyl-5-nitro-iminobenzyl chloride